FC=1C=C(C=C(C1OCC1=NN(C=N1)C(C1=CC=CC=C1)(C1=CC=CC=C1)C1=CC=CC=C1)OC)C1=CC(=CC=2N(C(N(C21)C)=O)CC(=O)NC=2C=NC=C(C2)C)C(F)(F)F 2-(4-(3-fluoro-5-methoxy-4-((1-trityl-1H-1,2,4-triazol-3-yl)methoxy)phenyl)-3-methyl-2-oxo-6-(trifluoromethyl)-2,3-dihydro-1H-benzo[d]imidazol-1-yl)-N-(5-methylpyridin-3-yl)acetamide